ClC=1C=CC(=C(C(=O)NC2=CC(=C(C=C2)OC2=CC=CC=C2)Cl)C1)O 5-chloro-N-(3-chloro-4-phenoxyphenyl)-2-hydroxybenzamide